CC1(CCC(N1)C(=O)O)C 5,5-dimethylpyrrolidine-2-carboxylic acid